The molecule is a 19-membered heterodetic cyclic peptide that is isolated from Streptoverticillium cinnamoneus. It exhibits antiproliferative properties and induces apoptosis in tumour cells and has been used for treatment of cystic fibrosis. It has a role as an antimicrobial agent, a bacterial metabolite and an apoptosis inducer. It is a heterodetic cyclic peptide and a macrocycle. C[C@H]1[C@@H]2C(=O)N[C@H](C(=O)N[C@H](C(=O)N[C@H]3CSC[C@@H]4C(=O)N[C@@H](CS1)C(=O)N[C@@H](CNCCCC[C@H](NC(=O)[C@@H](C(SC[C@@H](C(=O)N[C@H](C(=O)N[C@H](C(=O)N4)CCC(=O)N)CCCCN)N)C)NC(=O)[C@@H](NC(=O)CNC(=O)[C@@H](NC3=O)[C@H](C(=O)O)O)CC(=O)N)C(=O)O)C(=O)N[C@H](C(=O)NCC(=O)N5CCC[C@H]5C(=O)N[C@H](C(=O)N2)CC6=CC=CC=C6)CC7=CC=CC=C7)C(C)C)CC8=CC=CC=C8